2-(4-fluorophenyl)-6,6-dimethyl-3-(4,4,5,5-tetramethyl-1,3,2-dioxaborolan-2-yl)-6,7-dihydro-5H-pyrazolo[5,1-b][1,3]oxazine FC1=CC=C(C=C1)C1=NN2C(OCC(C2)(C)C)=C1B1OC(C(O1)(C)C)(C)C